ClC1=C(C=CC(=C1)Cl)C=1N=C(SC1)NC(C1=CC=CC=C1)=O N-(4-(2,4-dichlorophenyl)thiazol-2-yl)benzamide